bis(1-octoxy-2,2,6,6-tetramethyl-4-piperidyl) sebacate C(CCCCCCCCC(=O)OC1CC(N(C(C1)(C)C)OCCCCCCCC)(C)C)(=O)OC1CC(N(C(C1)(C)C)OCCCCCCCC)(C)C